(6S,13R)-6,13-dimethyl-8,11,14-trioxa-4,5,19,20-tetraazatetracyclo[13.5.2.12,5.018,21]tricosa-1(20),2(23),3,15(22),16,18(21)-hexaene C[C@@H]1N2N=CC(C3=NNC=4C=CC(O[C@@H](COCCOC1)C)=CC34)=C2